2,6,7,8,9,9a-Hexahydroisobenzofuro[1,7-cd]azepin-8-ium chloride [Cl-].O1CC2=CC=CC3=C2C1C[NH2+]CC3